C(C)OCC1(NC2=C(NC1=O)C=NC1=C2C=CN1)C 2-(ethoxymethyl)-2-methyl-1,2,4,7-tetrahydro-3H-pyrrolo[3',2':5,6]pyrido[3,4-b]Pyrazin-3-one